C1=CC=C(C(=C1)N)N.Cl.Cl O-Phenylenediamine Dihydrochloride